(R)-N-(1-(4-fluorophenyl)ethyl)-4-hydroxy-6-(4-methoxyphenyl)-1-(2-morpholinoethyl)-2-oxo-1,2-dihydro-1,8-naphthyridine-3-carboxamide FC1=CC=C(C=C1)[C@@H](C)NC(=O)C=1C(N(C2=NC=C(C=C2C1O)C1=CC=C(C=C1)OC)CCN1CCOCC1)=O